1-(1,2-Diazidoethyl)-4-trifluoromethylbenzene N(=[N+]=[N-])C(CN=[N+]=[N-])C1=CC=C(C=C1)C(F)(F)F